4-(3,4-dimethoxybenzyl)-7-((2S,5R)-5-ethyl-2-methyl-4-(1-(quinoxalin-6-yl)ethyl)piperazin-1-yl)-2-(tetrahydro-2H-pyran-2-yl)-2,4-dihydro-5H-pyrazolo[4,3-b]pyridin-5-one COC=1C=C(CN2C=3C(C(=CC2=O)N2[C@H](CN([C@@H](C2)CC)C(C)C=2C=C4N=CC=NC4=CC2)C)=NN(C3)C3OCCCC3)C=CC1OC